1-(pyrrolidin-3-yl)cyclopropanol N1CC(CC1)C1(CC1)O